C(C)[C@@H]1NC[C@H](NC1)CC trans-2,5-diethyl-piperazine